CC1=C(C(=C(C(=C1CC1=CC(=C(C(=C1)C(C)(C)C)O)C(C)(C)C)C)CC1=CC(=C(C(=C1)C(C)(C)C)O)C(C)(C)C)C)CC1=CC(=C(C(=C1)C(C)(C)C)O)C(C)(C)C 1,3,5-trimethyl-2,4,6-tris(3,5-ditertbutyl-4-hydroxybenzyl)benzene